tert-Butyl (6-(benzyloxy)-2-(5-((2R,8S)-2-(benzyloxy)-8-((tert-butyldiphenylsilyl)oxy)-1,1,1-trifluorononan-2-yl)-1,3,4-oxadiazol-2-yl)-5-(trifluoromethyl)pyridin-3-yl)carbamate C(C1=CC=CC=C1)OC1=C(C=C(C(=N1)C=1OC(=NN1)[C@@](C(F)(F)F)(CCCCC[C@H](C)O[Si](C1=CC=CC=C1)(C1=CC=CC=C1)C(C)(C)C)OCC1=CC=CC=C1)NC(OC(C)(C)C)=O)C(F)(F)F